C1(=CC=CC=C1)N(C1=CC=C(O1)C=O)C1=CC=CC=C1 5-(diphenylamino)furan-2-formaldehyde